NC=1C2=C(N=CN1)C=CC(=N2)C=2C=C(C=CC2)C#C[C@@]2(C(N(CC2)C)=O)C(F)F (S)-3-((3-(4-aminopyrido[3,2-d]pyrimidin-6-yl)phenyl)ethynyl)-3-(difluoromethyl)-1-methylpyrrolidin-2-one